N-(2-ethoxyethyl)-4-methoxybenzenesulfonamide C(C)OCCNS(=O)(=O)C1=CC=C(C=C1)OC